(Z)-4-heptanal CCCC(CCC)=O